C(#N)C1=CC=C2C=3C(C4=C(C(C3NC2=C1)(C)C)C=C(C(=C4)CC)N4CCC(CC4)NC(CSC4=C1CN(C(C1=CC=C4)=O)C4C(NC(CC4)=O)=O)=O)=O N-(1-(3-cyano-9-ethyl-6,6-dimethyl-11-oxo-6,11-dihydro-5H-benzo[b]carbazol-8-yl)piperidin-4-yl)-2-((2-(2,6-dioxopiperidin-3-yl)-1-oxoisoindolin-4-yl)thio)acetamide